1-(3-Fluoropyridin-4-yl)-7-methoxy-3-methyl-8-(1-methyl-1H-pyrazol-4-yl)-1,3-dihydroimidazo[4,5-c]quinolin-2-one FC=1C=NC=CC1N1C(N(C=2C=NC=3C=C(C(=CC3C21)C=2C=NN(C2)C)OC)C)=O